tert-butyl (3S)-3-[(1R)-2-[[6-[(1-acetyl-4-piperidyl)amino]-2-(1-piperidyl)-pyrimidine-4-carbonyl]amino]-1-hydroxy-ethyl]-7-hydroxy-3,4-dihydro-1H-isoquinoline-2-carboxylate C(C)(=O)N1CCC(CC1)NC1=CC(=NC(=N1)N1CCCCC1)C(=O)NC[C@@H](O)[C@H]1N(CC2=CC(=CC=C2C1)O)C(=O)OC(C)(C)C